ClC1=CC(=C2N=C(C=NC2=C1)C1=CC=NC=C1)C(C)NC1=C(C(=O)O)C=CC=C1 2-((1-(7-Chloro-3-(pyridin-4-yl)quinoxalin-5-yl)ethyl)amino)benzoic acid